2-(4-(4-(3-carboxypropanamido)phenyl)-5-cyclopropylthiazol-2-ylamino)-5-(trifluoromethyl)nicotinic acid C(=O)(O)CCC(=O)NC1=CC=C(C=C1)C=1N=C(SC1C1CC1)NC1=C(C(=O)O)C=C(C=N1)C(F)(F)F